C1(=CC=CC=C1)C=1C(=C(C2=C(OC3=C2C=CC=C3)C1)C=1C(=C(C=CC1)C1=CC=CC=C1)C1=NN=NC(=C1C1=CC=CC=C1)C1=CC=CC=C1)C1=CC=CC=C1 (diphenyldibenzofuranyl)(diphenyltriazinyl)biphenyl